C1(CCC1)CNCC1=CC=2C=NC(=CC2N1)CNC(=O)C=1N=C2N(C(C1)=O)C=CC=C2 N-[(2-{[(cyclobutylmethyl)amino]methyl}-1H-pyrrolo[3,2-c]pyridin-6-yl)methyl]-4-oxo-4H-pyrido[1,2-a]pyrimidine-2-carboxamide